[6-(3-cyclopropyl-1,2,4-triazol-1-yl)-2-azaspiro[3.3]heptan-2-yl]-[6-[[1-(trifluoromethyl)cyclopropyl]methoxy]-2-azaspiro[3.3]heptan-2-yl]methanone C1(CC1)C1=NN(C=N1)C1CC2(CN(C2)C(=O)N2CC3(C2)CC(C3)OCC3(CC3)C(F)(F)F)C1